methylerythritol 4-phosphate CC([C@@H]([C@@H](COP(=O)(O)O)O)O)O